C(C)(=O)OCC=1N=NN2C1CN([C@H](C2)C)C(NC2=CC(=C(C=C2)F)F)=O (S)-(5-((3,4-difluorophenyl)carbamoyl)-6-methyl-4,5,6,7-tetrahydro-[1,2,3]triazolo[1,5-a]pyrazine-3-yl)methyl acetate